6-((1H-pyrazol-4-yl)sulfonyl)-2-((2-methylfuro[3,2-b]pyridin-5-yl)methyl)phthalazin-1(2H)-one N1N=CC(=C1)S(=O)(=O)C=1C=C2C=NN(C(C2=CC1)=O)CC1=CC=C2C(=N1)C=C(O2)C